FC=1C(=C2C(=NC(=NN2C1)NC1CCN(CC1)C1COC1)OC)C=1C=C(C2=C(N(C(=N2)C)CCF)C1)F 6-fluoro-5-(4-fluoro-1-(2-fluoroethyl)-2-methyl-1H-benzo[d]imidazol-6-yl)-4-methoxy-N-(1-(oxetan-3-yl)piperidin-4-yl)pyrrolo[2,1-f][1,2,4]triazin-2-amine